FC1=C2CN(C(C2=CC=C1C1=CC(=C2C(=N1)N(C=C2)C)CN2CCCC2)=O)C2C(NC(CC2)=O)=O 3-(4-fluoro-5-(1-methyl-4-(pyrrolidin-1-ylmethyl)-1H-pyrrolo[2,3-b]pyridin-6-yl)-1-oxoisoindolin-2-yl)piperidine-2,6-dione